P(=O)([NH-])([NH-])[NH-] Phosphoryl-Triamide